FC=1C=C(C=CC1)[C@H]1[C@@H](CN(C1)CCOC)C(=O)N (trans)-4-(3-fluorophenyl)-1-(2-methoxyethyl)pyrrolidine-3-carboxamide